CN1N=C(C=C1C(=O)N[C@@H](C)C1=NC(=NO1)N1CCC(CC1)C)C(F)(F)F (S)-1-methyl-N-(1-(3-(4-methylpiperidin-1-yl)-1,2,4-oxadiazol-5-yl)ethyl)-3-(trifluoromethyl)-1H-pyrazole-5-carboxamide